FC(C(=O)O)(F)F.FC(C(=O)O)(F)F.NC1=CC=C(C(=N1)C)CNC([C@H](C)NC(=O)[C@@H]1NC[C@H](C1)CC1=CC2=C(S1)C=CC=C2)=O (2R,4R)-N-((S)-1-(((6-amino-2-methylpyridin-3-yl)methyl)amino)-1-oxopropan-2-yl)-4-(benzo[b]thiophen-2-ylmethyl)pyrrolidine-2-carboxamide di-trifluoroacetate